ClC1=C(C=CC=C1)C=1CCCC2=C(C1C1=CC=C(C=C1)CC1CN(C1)CCCF)C=C(C(=C2)C(=O)O)F 8-(2-chlorophenyl)-2-fluoro-9-(4-((1-(3-fluoropropyl)azetidin-3-yl)methyl)phenyl)-6,7-dihydro-5H-benzo[7]annulene-3-carboxylic acid